NC1=C(C2=CN(N=C2C=C1Cl)C)CN(C(OC(C)(C)C)=O)C tert-butyl ((5-amino-6-chloro-2-methyl-2H-indazol-4-yl)methyl)(methyl)carbamate